(2',4',6'-triisopropylbiphenyl-2-yl)phosphine C(C)(C)C1=C(C(=CC(=C1)C(C)C)C(C)C)C1=C(C=CC=C1)P